N1[C@@](CCCC[N+](C)(C)C)(C(=O)O)CC1 ethanolaminine